4-(6-(3-carbamoyl-6-(2,6-difluorophenyl)pyridazin-4-yl)aminopyridin-3-yl)-3-oxopiperazine-1-carboxylic acid tert-butyl ester C(C)(C)(C)OC(=O)N1CC(N(CC1)C=1C=NC(=CC1)NC1=C(N=NC(=C1)C1=C(C=CC=C1F)F)C(N)=O)=O